CC1=CC(=NC(=N1)O)O 6-methylpyrimidine-2,4-diol